methyl-2-propyl-({6-[(3R)-3-methyl-morpholin-4-yl]-2-{1H-pyrrolo[2,3-b]pyridin-4-yl}pyrimidin-4-yl}-imino)-λ6-sulfanone CS(=O)(=NC1=NC(=NC(=C1)N1[C@@H](COCC1)C)C1=C2C(=NC=C1)NC=C2)C(C)C